C(C)OCCCN1CN(CN(C1)CCCOCC)CCCOCC 1,3,5-tri(3-ethoxypropyl)-hexahydro-1,3,5-triazine